N-(bis(3-(tripropylsilyl)phenyl)phosphaneyl)-N-cycloheptyl-1,1-bis(4-(tripropylsilyl)phenyl)phosphanamine C(CC)[Si](C=1C=C(C=CC1)P(N(P(C1=CC=C(C=C1)[Si](CCC)(CCC)CCC)C1=CC=C(C=C1)[Si](CCC)(CCC)CCC)C1CCCCCC1)C1=CC(=CC=C1)[Si](CCC)(CCC)CCC)(CCC)CCC